methyl (1S,3S)-3-((2-cyclopropyl-6-(5-((((2-fluoropropyl)(methyl)carbamoyl)oxy)methyl)-1-methyl-1H-1,2,3-triazol-4-yl)pyridin-3-yl)oxy)cyclohexane-1-carboxylate C1(CC1)C1=NC(=CC=C1O[C@@H]1C[C@H](CCC1)C(=O)OC)C=1N=NN(C1COC(N(C)CC(C)F)=O)C